N-(2,6-difluoropyridin-3-yl)-1-methyl-2-oxo-2,5-dihydro-1H-pyrrole-3-carboxamide FC1=NC(=CC=C1NC(=O)C=1C(N(CC1)C)=O)F